C(C)OP(OCC)(=O)CC Diethyl(ethylphosphonate)